3-((1R,3R,4R,7S)-1-((bis(4-methoxyphenyl)(phenyl)methoxy)methyl)-7-hydroxy-2,5-dioxabicyclo[2.2.1]heptan-3-yl)pyrimidine-2,4(1H,3H)-dione COC1=CC=C(C=C1)C(OC[C@]12O[C@H]([C@H](OC1)[C@@H]2O)N2C(NC=CC2=O)=O)(C2=CC=CC=C2)C2=CC=C(C=C2)OC